FC1C(C1F)CF difluoro-2-(fluoromethyl)cyclopropane